N1(C=NC=C1)CCN1C2=NC(=NC=C2N=C1NC1=CC(=CC=C1)Cl)NC(C)(C)C 9-(2-(1H-imidazol-1-yl)ethyl)-N2-tert-butyl-N8-(3-chlorophenyl)-9H-purine-2,8-diamine